C[SiH](OC)C dimethyl-methoxysilane